CN1C(CC2=CC(=CC=C12)CNC(OC(C)(C)C)=O)=O Tert-butyl ((1-methyl-2-oxoindolin-5-yl)methyl)carbamate